C1(=NC=CC2=CC=CC=C12)C1=NOC(C1)C(=O)N 3-(isoquinolin-1-yl)-4,5-dihydroisooxazole-5-carboxamide